C(#N)C1=CC=C(C=C1)C(CN[C@H](C(=O)NC1=NC=C(C=C1)C=1C=NN(C1)C)C=1C=NC=C(C1)F)C (S)-2-((2-(4-cyano-phenyl)propyl)amino)-2-(5-fluoropyridin-3-yl)-N-(5-(1-methyl-1H-pyrazol-4-yl)pyridin-2-yl)acetamide